alpha-amyl-cinnamaldehyde dimethylacetal COC(C(=CC1=CC=CC=C1)CCCCC)OC